ClC1=CC(=C(C=C1Cl)NC(=O)N1[C@H]2CC[C@@H]1CC=1C(=NC=CC12)C(F)(F)F)F (5S,8R)-N-(4,5-dichloro-2-fluorophenyl)-1-(trifluoromethyl)-6,7,8,9-tetrahydro-5H-5,8-epiminocyclohepta[c]pyridine-10-carboxamide